OCC1=C(C=C(C(=C1)CO)O)O 4,6-bis(hydroxymethyl)benzene-1,3-diol